OCC1=C(SC2=C1CCO[C@]21C[C@@H](N(CC1)C(=O)OC(C)(C)C)C)C(F)(F)F Tert-butyl (2'S,7R)-3-(hydroxymethyl)-2'-methyl-2-(trifluoromethyl)spiro[4,5-dihydrothieno[2,3-c]pyran-7,4'-piperidine]-1'-carboxylate